FC1=CC=C(CN(S(=O)(=O)C2=CC=C(C=C2)NC(=O)NCC2=CC=NC=C2)CC2=CC(=CC=C2)C(F)(F)F)C=C1 N-(4-fluorobenzyl)-4-(3-(pyridin-4-ylmethyl)ureido)-N-(3-(trifluoromethyl)benzyl)benzenesulfonamide